1-methyl-3-(2-chloro-4-pyrimidinyl)5-iodoindole CN1C=C(C2=CC(=CC=C12)I)C1=NC(=NC=C1)Cl